ClC=1C(=CC2=C(N(C(=N2)C=2C=NC=CC2)C(C(=O)NC2CCCCC2)C2CCCCC2)C1)F 2-(6-chloro-5-fluoro-2-pyridin-3-yl-benzoimidazol-1-yl)-2,N-dicyclohexyl-acetamide